ClC1=C(C2=CC=CC=C2C=C1OC)O 2-chloro-3-methoxynaphthalen-1-ol